C(=O)O.CCOCCOCCOCCOCCC(=O)N 3,6,9,12-tetraoxapentadecane-15-amide formate